C(C)(C)(C)OC(=O)N([C@@H](CCC(N(C)C)=O)C(=O)O)C N2-(tert-butoxycarbonyl)-N2,N5,N5-trimethyl-L-glutamine